5-(4-aminophenyl)-7-(oxetan-3-yl)-7H-pyrrolo[2,3-d]pyrimidin-4-amine Iron [Fe].NC1=CC=C(C=C1)C1=CN(C=2N=CN=C(C21)N)C2COC2